3-(5-(((1S,2R)-2-(((3-methyloxetan-3-yl)methyl)amino)cycloheptyl)oxy)-1-oxoisoindolin-2-yl)piperidine-2,6-dione CC1(COC1)CN[C@H]1[C@H](CCCCC1)OC=1C=C2CN(C(C2=CC1)=O)C1C(NC(CC1)=O)=O